3-O-hydroxyisobutyl-2-O-dodecenylascorbic acid OOC1=C(C(=O)O[C@@]1([C@@H](O)CO)CC(C)C)OC=CCCCCCCCCCC